1-(4-(((4,5-dimethylthiazol-2-yl)amino)methyl)-3-methylphenyl)-3,6,9,12,15-pentaoxaheptadecane-1,17-diamine CC=1N=C(SC1C)NCC1=C(C=C(C=C1)C(COCCOCCOCCOCCOCCN)N)C